O=C1N(CC2=CC(=CC=C12)C(=O)N1CC2(CCN2)CC1)C1C(NC(CC1)=O)=O 3-(1-oxo-5-(1,6-diazaspiro[3.4]octane-6-carbonyl)isoindolin-2-yl)piperidine-2,6-dione